FC1(CC1)CN1N=C(C=2C=NC(=CC21)C2=NN(C=C2[N+](=O)[O-])C2OCCCC2)I 1-((1-fluorocyclopropyl)methyl)-3-iodo-6-(4-nitro-1-(tetrahydro-2H-pyran-2-yl)-1H-pyrazol-3-yl)-1H-pyrazolo[4,3-c]pyridine